COC1=CC=C(C2=CC=CC=C12)CCC1=CC(=CC=C1)Cl 1-(4-methoxynaphthalene-1-yl)-2-(3-chlorophenyl)ethane